2,2'-(1,2-ethanediyl)bis[4,5-dihydrooxazole] C(CC=1OCCN1)C=1OCCN1